methyl 4-bromo-2-(dibromomethyl)-6-fluorobenzoate BrC1=CC(=C(C(=O)OC)C(=C1)F)C(Br)Br